acryloxynonyliododimethylsilane C(C=C)(=O)OCCCCCCCCC[Si](C)(C)I